Methyl 6-(dimethoxyphosphoryl)-2-naphthoate COP(=O)(OC)C=1C=C2C=CC(=CC2=CC1)C(=O)OC